((2S,4R,5R)-4-Acetoxy-5-(2-amino-7-(2-cyanoethyl)-8-oxo-7,8-dihydro-9H-purin-9-yl) tetrahydrofuran-2-yl)methyl acetate C(C)(=O)OC[C@H]1O[C@H]([C@@H](C1)OC(C)=O)N1C2=NC(=NC=C2N(C1=O)CCC#N)N